3-(bromo-methyl)-5-(trifluoro-methyl)isothiazole BrCC1=NSC(=C1)C(F)(F)F